C1(=CC=CC=C1)NC1=CC=C(C=C1)N N'-phenyl-p-phenylendiamin